CC1CN(C(C1)C)C=O 3,5-dimethylpyrrolidineformaldehyde